FC1=C(C=CC(=C1)F)S(=O)(=O)N(C)C=1C(=NC=C(C1)C=1C=C2C(=NC=NC2=CC1)N1CCN(CC1)C(C(=C)F)=O)OC 2,4-difluoro-N-(5-(4-(4-(2-fluoroacryloyl)piperazin-1-yl)quinazolin-6-yl)-2-methoxypyridin-3-yl)-N-methylbenzenesulfonamide